(S)-1-((4-chloro-6-(quinolin-4-yl)pyridin-3-yl)oxy)-2,4-dimethyl-pentan-2-amine ClC1=C(C=NC(=C1)C1=CC=NC2=CC=CC=C12)OC[C@](CC(C)C)(N)C